C1(C2C(C(=O)O1)C1C=CC2O1)=O 3,6-epoxy-1,2,3,6-tetrahydrophthalic anhydride